ethyl 4-[[5-[(3,4-dichlorophenyl)methylamino]-7-oxo-6H-pyrazolo[4,3-d]pyrimidin-1-yl]methyl]piperidine-1,4-dicarboxylate ClC=1C=C(C=CC1Cl)CNC=1NC(C2=C(N1)C=NN2CC2(CCN(CC2)C(=O)OCC)C(=O)[O-])=O